BrCC(=O)C1=CC=C(C=C1)OC 2-bromo-1-(4-methoxyphenyl)ethane-1-one